5-bromo-3-[(1R)-1-phenylethoxy]pyridin-2-amine BrC=1C=C(C(=NC1)N)O[C@H](C)C1=CC=CC=C1